6-(5-(7-Ethyl-7H-imidazo[4,5-c]pyridazin-4-yl)-2-fluorophenyl)-7-methoxy-1-methylquinolin-2(1H)-one C(C)N1C=NC2=C1N=NC=C2C=2C=CC(=C(C2)C=2C=C1C=CC(N(C1=CC2OC)C)=O)F